(R)-N-(7-chloro-6-(1-((3R,4R)-4-hydroxy-3-methyltetrahydrofuran-3-yl)piperidin-4-yl)isoquinolin-3-yl)spiro[2.3]hexane-1-carboxamide ClC1=C(C=C2C=C(N=CC2=C1)NC(=O)[C@@H]1CC12CCC2)C2CCN(CC2)[C@@]2(COC[C@@H]2O)C